2-chloro-4-(6-(2-cyanopropan-2-yl)pyrazin-2-yl)benzoic acid ClC1=C(C(=O)O)C=CC(=C1)C1=NC(=CN=C1)C(C)(C)C#N